ClC1=NC=C(C(=N1)NC=1C=C(COCC=2C=C(C=C(C2)C(F)(F)F)NC(OC(C)(C)C)=O)C=C(C1OC)C1=NN(C=N1)C)C(NC)=O Tert-butyl (3-(((3-((2-chloro-5-(methylcarbamoyl)pyrimidin-4-yl)amino)-4-methoxy-5-(1-methyl-1H-1,2,4-triazol-3-yl)benzyl)oxy)methyl)-5-(trifluoromethyl)phenyl)carbamate